C(C)(=O)O[C@H]1[C@@H](SC=2SC=C(C2)Cl)O[C@@H]([C@@H]([C@@H]1N=[N+]=[N-])OC(C)=O)COC(C)=O 4-Chloro-2-thienyl 2,4,6-tri-O-acetyl-3-azido-3-deoxy-1-thio-α-D-galactopyranoside